cobalt-molybdenum oxysulfide O=S.[Mo].[Co]